3-(7-methoxy-1H-indol-3-yl)-2,3-dihydro-1H-inden-1-one COC=1C=CC=C2C(=CNC12)C1CC(C2=CC=CC=C12)=O